O1CCN(CC1)C1=CC(=NC(=C1)NC=1SC(=CN1)C=1OC(=NN1)C1=CC=CC=C1)NC1CCC(CC1)O (1R,4R)-4-((4-morpholino-6-((5-(5-phenyl-1,3,4-oxadiazol-2-yl)thiazol-2-yl)amino)pyridin-2-yl)amino)cyclohexan-1-ol